1-[4-methyl-3-(7-morpholin-4-yl-quinazolin-4-yl)-phenyl]-1-thiazol-2-ylethanol CC1=C(C=C(C=C1)C(C)(O)C=1SC=CN1)C1=NC=NC2=CC(=CC=C12)N1CCOCC1